OC1=C(CC2=C(C(=CC(=C2)C)CC2=C(C=CC(=C2)C)O)O)C=C(C=C1)C 2,6-Bis(2-hydroxy-5-methyl-benzyl)-4-methyl-phenol